1-(methyl-d3)-1H-pyridine C(N1CC=CC=C1)([2H])([2H])[2H]